N1[C@@H](CCC1)C(=O)N1CCC(CC1)CN1CCC(CC1)C(F)(F)F (S)-1-prolyl-4-((4-(trifluoromethyl)piperidin-1-yl)methyl)piperidine